6'-(3-(4-bromophenyl)-1,2,4-oxadiazol-5-yl)-2',2'-dimethyl-2',3'-dihydrospiro[[1,3]dioxolane-2,4'-pyrano[2,3-b]pyridine] BrC1=CC=C(C=C1)C1=NOC(=N1)C=1C=C2C(=NC1)OC(CC21OCCO1)(C)C